C(N)(=O)C1CCN(CC1)C(=O)NC1=CC=C(C=C1)C[C@@H](C(=O)NC=1C=C2C=C(NC2=CC1)C(=O)OC(C)(C)C)NC(C(=O)NC1=C(C=CC(=C1)Cl)N1N=NN=C1)=O Tert-butyl (S)-5-(3-(4-(4-carbamoylpiperidine-1-carboxamido) phenyl)-2-(2-((5-chloro-2-(1H-tetrazol-1-yl) phenyl) amino)-2-oxoacetylamino) propionamido)-1H-indole-2-carboxylate